3-chloro-5-fluorobenzamide hydrochloride Cl.ClC=1C=C(C(=O)N)C=C(C1)F